BrC=1C=C2CN(CC2=CC1)C1=NC=CC(=N1)C1=NC=CC(=N1)/C=C/C1=CC(=NC=C1)N 4-[(E)-2-[2-[2-(5-Bromoisoindolin-2-yl)pyrimidin-4-yl]pyrimidin-4-yl]vinyl]pyridin-2-amine